FC(C1=CC=C(C=C1)C=1N=C(SC1)N1CCN(CC1)C(=O)C1=C(C=C(C=C1)C(F)(F)F)NS(=O)(=O)C=1C=NC=CC1)(F)F N-(2-(4-(4-(4-(trifluoromethyl)phenyl)thiazol-2-yl)piperazine-1-carbonyl)-5-(trifluoromethyl)phenyl)pyridine-3-sulfonamide